C(C)(C)(C)OC(=O)N1CCC(CCC1)N.C(C)(C)(C)C=1SC(=C(N1)C1=C(C(=CC=C1)NS(=O)(=O)C1=C(C=CC=C1F)F)F)C1=NC(=NC=C1)NC1CCN(CCC1)C(=O)OC(C)(C)C tert-Butyl 4-((4-(2-(tert-butyl)-4-(3-(2,6-difluorophenylsulfonamido)-2-fluorophenyl)thiazol-5-yl)pyrimidin-2-yl)amino)azepane-1-carboxylate tert-Butyl-4-aminoazepane-1-carboxylate